2,3-dihydro-1H-pyrazol-3-one N1NC(C=C1)=O